CN1C(CCC1)=O n-Methylpyrrolidon